Cl.FC(C=1C=C(C=NC1)N1CCNCC1)(F)F 1-(5-(trifluoromethyl)pyridin-3-yl)piperazine hydrochloride